N-(3-(diethylamino)propyl)-2-(4-(piperazin-1-ylmethyl)phenyl)benzo[d]imidazo[2,1-b]thiazole-7-carboxamide C(C)N(CCCNC(=O)C1=CC2=C(N3C(S2)=NC(=C3)C3=CC=C(C=C3)CN3CCNCC3)C=C1)CC